C(N)(=N)NC1=NC(=NC(=N1)N)N amidinomelamine